1-amino-6-(2-fluoro-6-methylphenyl)-4-(3-methoxy-1-(piperidin-4-yl)-1H-pyrazol-4-yl)isoquinoline-7-carbonitrile NC1=NC=C(C2=CC(=C(C=C12)C#N)C1=C(C=CC=C1C)F)C=1C(=NN(C1)C1CCNCC1)OC